1-(4-cyclopentadienyl-1-piperazinyl)-3,4-dimethylenehex-5-ene C1(C=CC=C1)N1CCN(CC1)CCC(C(C=C)=C)=C